N-(4-(2-(4-Fluoro-6-methoxypyridin-3-yl)propyl)-6-(((R)-1-hydroxy-4-methylpentan-2-yl)amino)-1,3,5-triazin-2-yl)methanesulfonamide FC1=C(C=NC(=C1)OC)C(CC1=NC(=NC(=N1)N[C@@H](CO)CC(C)C)NS(=O)(=O)C)C